ClC1=CC=C(C=C1)C=1C2=C(C(N(N1)C1=CC=C(C=C1)OC(F)(F)F)=O)N=C(C=C2)C 5-(4-chlorophenyl)-2-methyl-7-[4-(trifluoromethoxy)phenyl]pyrido[2,3-d]pyridazin-8-one